2-((2R,5S)-2-(2-(4-hydroxy-1-methylpiperidin-4-yl)benzo[d]thiazol-5-yl)-5-methylpiperidin-1-yl)-2-oxo-N-(1H-pyrazolo[4,3-c]pyridin-7-yl)acetamide OC1(CCN(CC1)C)C=1SC2=C(N1)C=C(C=C2)[C@@H]2N(C[C@H](CC2)C)C(C(=O)NC=2C1=C(C=NC2)C=NN1)=O